N1=NC(=CC=C1)C1=CN=[N+](C=C1)CCC(=O)N 3-(4-pyridazin-3-ylpyridazin-1-ium-1-yl)propanamide